IC1=NN(C=2N=CC=C(C21)C(=O)OC)C2=CC=C(C=C2)OC(F)(F)F methyl 3-iodo-1-(4-(trifluoromethoxy)phenyl)-1H-pyrazolo[3,4-b]pyridine-4-carboxylate